(1S,2S)-6'-chloro-2',3'-dihydrospiro[cyclopropane-1,1'-indene] ClC1=CC=C2CCC3(C2=C1)CC3